(S)-3-((6-Acetylpyridin-3-yl)oxy)pyrrolidine-1-carboxylic acid tert-butyl ester C(C)(C)(C)OC(=O)N1C[C@H](CC1)OC=1C=NC(=CC1)C(C)=O